3-oxothieno[3,4-d]isothiazole-1,1-dioxide O=C1NS(C=2C1=CSC2)(=O)=O